CS(=O)(=O)CC1=C(C(=O)NC2=CC=C(N=N2)S(=O)(=O)Cl)C=CC=C1 6-(2-((methylsulfonyl)methyl)benzamido)pyridazine-3-sulfonyl chloride